3-((5-(3-amino-3-(pyridin-2-yl)piperidin-1-yl)-2-(3-fluoro-4-methoxyphenyl)pyridin-4-yl)methyl)imidazo[1,2-a]pyrazin-8-amine NC1(CN(CCC1)C=1C(=CC(=NC1)C1=CC(=C(C=C1)OC)F)CC1=CN=C2N1C=CN=C2N)C2=NC=CC=C2